BrC1=C(C#N)C=CC(=C1)OC1=NC=CC=C1F 2-bromo-4-((3-fluoropyridin-2-yl)oxy)benzonitrile